BrC1=C(C(=CC2=C1[C@@H]([C@](O2)(C2=CC=CC=C2)C(CCCNC(OC(C)(C)C)=O)O)C)F)Cl tert-butyl (4-((2S,3S)-4-bromo-5-chloro-6-fluoro-3-methyl-2-phenyl-2,3-dihydrobenzofuran-2-yl)-4-hydroxybutyl)carbamate